CC1=CC=C(C(=O)OC2=C(C(=CC(=C2)Br)C=NC=2C=NC=CC2)O)C=C1 5-bromo-2-hydroxy-3-((pyridin-3-ylimino)-methyl)phenyl 4-meth-ylbenzoate